di(heptadecan-9-yl) 7,16,25-trihydroxy-9,23-bis(2-hydroxy-6-oxo-6-(undecyloxy)hexyl)-16-methyl-14,18-dioxo-9,13,19,23-tetraazahentriacontanedioate OC(CCCCCC(=O)OC(CCCCCCCC)CCCCCCCC)CN(CCCNC(CC(CC(NCCCN(CC(CCCCCC(=O)OC(CCCCCCCC)CCCCCCCC)O)CC(CCCC(=O)OCCCCCCCCCCC)O)=O)(C)O)=O)CC(CCCC(OCCCCCCCCCCC)=O)O